tributylammonium tetrakis(perfluoronaphthyl)borate (E)-methyl-2-[2-[3-(5-methylpyrimidin-2-yloxy)-phenoxy]phenyl]-3-methoxyacrylate COC(\C(=C\OC)\C1=C(C=CC=C1)OC1=CC(=CC=C1)OC1=NC=C(C=N1)C)=O.FC1=C(C2=C(C(=C(C(=C2C(=C1F)F)F)F)F)F)[B-](C1=C(C(=C(C2=C(C(=C(C(=C12)F)F)F)F)F)F)F)(C1=C(C(=C(C2=C(C(=C(C(=C12)F)F)F)F)F)F)F)C1=C(C(=C(C2=C(C(=C(C(=C12)F)F)F)F)F)F)F.C(CCC)[NH+](CCCC)CCCC